CC=1C(=NC=NC1)C1=CC=C(C=C1)C1=CNC2=NC=C(C=C21)C=2C=CC1=C(CC[C@H](CC1)N1C3COCC1C3)C2 6-[(7S)-2-{3-[4-(5-Methylpyrimidin-4-yl)phenyl]-1H-pyrrolo[2,3-b]pyridin-5-yl}-6,7,8,9-tetrahydro-5H-benzo[7]annulen-7-yl]-3-oxa-6-azabicyclo[3.1.1]heptane